3-(triethoxysilylmethyl)-1,3-oxazolidine C(C)O[Si](OCC)(OCC)CN1COCC1